2-Chloro-4,6-bis(ethylamino)triazine CCNC1=NC(=NC(=N1)Cl)NCC